4-(4-(4-(2-(2-aminopyridin-3-yl)-5-(cyclohex-1-en-1-yl)-3H-imidazo[4,5-b]pyridin-3-yl)benzyl)piperazin-1-yl)pyrimidine-2-carbonitrile NC1=NC=CC=C1C1=NC=2C(=NC(=CC2)C2=CCCCC2)N1C1=CC=C(CN2CCN(CC2)C2=NC(=NC=C2)C#N)C=C1